CN1N=CC(=C1C1=CC=2N(C=C1)N=C(C2)NC2=NC1=CC=CC=C1N=C2)O[C@@H]2CN(CC2)C N-[5-[2-methyl-4-[(3S)-1-methylpyrrolidin-3-yl]oxy-pyrazol-3-yl]pyrazolo[1,5-a]pyridin-2-yl]quinoxalin-2-amine